((2r,4r,5r)-4-amino-5-methoxytetrahydro-2H-pyran-2-yl)((S)-1-(4-fluorophenyl)-3,4-dihydroisoquinolin-2(1H)-yl)methanone Rhodium [Rh].N[C@@H]1C[C@@H](OC[C@@H]1OC)C(=O)N1[C@H](C2=CC=CC=C2CC1)C1=CC=C(C=C1)F